2-((((2,4-dichloro-5-methoxyphenyl)amino)-2-oxoethyl)sulfinyl)acetic acid ClC1=C(C=C(C(=C1)Cl)OC)NC(CS(=O)CC(=O)O)=O